9-acetyl-3-iodo-7-methyl-4-(methyl-d3)imidazo[1,5-a]quinazolin-5(4H)-one C(C)(=O)C=1C=C(C=C2C(N(C=3N(C12)C=NC3I)C([2H])([2H])[2H])=O)C